ClC1=CC(=CC(=N1)N[C@@H]1CN(CCC1)C(=O)OC(C)(C)C)CC=1C=NC=CC1 Tert-Butyl (S)-3-((6-chloro-4-(pyridin-3-ylmethyl)pyridin-2-yl)amino)piperidine-1-carboxylate